Methyl 6-amino-5-bromo-3-methylpyridine-2-carboxylate NC1=C(C=C(C(=N1)C(=O)OC)C)Br